3-(4-(hydroxymethyl)cyclohexyl)propanol OCC1CCC(CC1)CCCO